COC1=CC=C(C=C1)[C@H](C)NC(CN1N=CC2=C(C1=O)N(C=C2)C)=O (S)-N-(1-(4-Methoxyphenyl)ethyl)-2-(1-methyl-7-oxo-1,7-dihydro-6H-pyrrolo[2,3-d]pyridazin-6-yl)acetamid